methyl (2S,5S)-5-hydroxy-1-(2,2,2-trifluoroacetyl)piperidine-2-carboxylate O[C@H]1CC[C@H](N(C1)C(C(F)(F)F)=O)C(=O)OC